NCCCC[C@@H](C(=O)OC)NC(=O)N1C=CC2=C1N=CN=C2C=2C=NN(C2)C2(CN(C2)S(=O)(=O)CC)CC#N methyl (2S)-6-amino-2-[[4-[1-[3-(cyanomethyl)-1-ethylsulfonyl-azetidin-3-yl]pyrazol-4-yl]pyrrolo[2,3-d]pyrimidine-7-carbonyl]amino]hexanoate